7-methoxy-N-(3-methoxyphenyl)-2-(tetrahydro-2H-pyran-4-yl)imidazo[1,2-a]pyridine-6-carboxamide COC1=CC=2N(C=C1C(=O)NC1=CC(=CC=C1)OC)C=C(N2)C2CCOCC2